5-(benzylthio)-7-chloropyrazolo[1,5-a]pyridine C(C1=CC=CC=C1)SC1=CC=2N(C(=C1)Cl)N=CC2